CN1C(CCC1)C=1SC2=C(N1)C=C(C=C2)B2OC(C(O2)(C)C)(C)C 2-(1-methylpyrrolidin-2-yl)-5-(4,4,5,5-tetramethyl-1,3,2-dioxaborolan-2-yl)benzo[d]thiazole